3,4-dihydro-2H-benzo[b][1,4]oxazin-7-amine O1C2=C(NCC1)C=CC(=C2)N